7-Chloro-1',2,2-trimethyl-2,3-dihydro-1H-spiro[pyrazolo[1,2-a]indazole-9,3'-pyrrolidine]-1,2',5'-trione ClC1=CC2=C(C=C1)N1N(C(C(C1)(C)C)=O)C21C(N(C(C1)=O)C)=O